N1(C=NC=C1)CCCNC(=O)C=1C=C(C=CC1)C1=CC=CC=C1 N-(3-(1H-imidazol-1-yl)propyl)-[1,1'-biphenyl]-3-carboxamide